FC(C(=O)O)(F)F.FC(C(=O)O)(F)F.FC(C(=O)O)(F)F.N1(CCC(CC1)C=1C=C(C2=C(NC(=N2)C2=CC(=C(C=C2)OC)OC)C1)C)C1CCNCC1 6-([1,4'-bipiperidin]-4-yl)-2-(3,4-dimethoxyphenyl)-4-methyl-1H-benzo[d]imidazole tris(2,2,2-trifluoroacetate)